2-methyl-5-(3-methoxyphenyl)-N-(3-((diethylamino)methyl)-1,2,4-thiadiazol-5-yl)furan-3-carboxamide CC=1OC(=CC1C(=O)NC1=NC(=NS1)CN(CC)CC)C1=CC(=CC=C1)OC